C[N+]1(CCC[C@@H]1C(=O)[O-])C The molecule is an amino acid betaine that is D-proline zwitterion in which both of the hydrogens attached to the nitrogen are replaced by methyl groups. It derives from a D-prolinium. It is an enantiomer of a L-proline betaine.